C(CN(CC(=O)O)CC(=O)O)N(CCN(CC(=O)O)CC(=O)O)CC(=O)O N-carboxymethyliminobis(ethylenenitrilo)tetra(acetic acid)